ClN1C(CCC1=O)=O 1-chlorotetrahydropyrrole-2,5-dione